2-(5-Pentylcyclohexa-1,4-dienyl)ethane C(CCCC)C1=CCC=C(C1)CC